di(2,6-xylene) phosphate P(=O)(O)(O)O.C1=C(C=CC=C1C)C.C1=C(C=CC=C1C)C